6-(1-((3-chloro-1,5-dimethyl-1H-pyrazol-4-yl)sulfonyl)piperidin-4-yl)-7-ethyl-[1,2,4]triazolo[1,5-a]pyridine ClC1=NN(C(=C1S(=O)(=O)N1CCC(CC1)C=1C(=CC=2N(C1)N=CN2)CC)C)C